N-((S)-8,9-Difluoro-6-oxo-1,4,5,6-tetrahydro-2H-pyrano[3,4-c]isoquinolin-1-yl)-(2R)-hydroxy-N-methyl-2-phenylpropanamide FC=1C(=CC=2C3=C(NC(C2C1)=O)COC[C@H]3N(C([C@@](C)(C3=CC=CC=C3)O)=O)C)F